7-{1-[(3-methoxy-5-isoxazolyl)carbonyl]-4-piperidyl}-1,3-dihydro-1,3,4-triaza-2-indenone COC1=NOC(=C1)C(=O)N1CCC(CC1)C=1C=CN=C2NC(NC12)=O